CS(=O)(=O)OC1=CC=C(C=2COC(OCC21)C=2N=C(SC2)C2CCN(CC2)C(CN2N=C(C=C2C)C(F)(F)F)=O)F 9-fluoro-3-[2-(1-{[5-methyl-3-(trifluoromethyl)-1H-pyrazol-1-yl] acetyl}piperidin-4-yl)-1,3-thiazol-4-yl]-1,5-dihydro-2,4-benzodioxepin-6-yl methanesulfonate